N-(2-(2-(Benzyl(hydroxy)amino)ethoxy)ethyl)-6-(2,5-dioxo-2,5-dihydro-1H-pyrrol-1-yl)hexanamide C(C1=CC=CC=C1)N(CCOCCNC(CCCCCN1C(C=CC1=O)=O)=O)O